3,3,5-trimethylcyclohexyl salicylate C(C=1C(O)=CC=CC1)(=O)OC1CC(CC(C1)C)(C)C